[Li].[Li].S1C=CC=C1 thiophene dilithium salt